4-(4-aminophenoxycarbonyl)-1-(4-aminophenyl)piperazine NC1=CC=C(OC(=O)N2CCN(CC2)C2=CC=C(C=C2)N)C=C1